2-(3-fluoro-2,6-diisopropyl-4-(methoxymethyl)phenyl)acetic acid FC=1C(=C(C(=CC1COC)C(C)C)CC(=O)O)C(C)C